N-(4-(5-(difluoromethyl)-1,3,4-oxadiazol-2-yl)benzyl)-N-phenylpiperidine-4-sulfonamide hydrochloride Cl.FC(C1=NN=C(O1)C1=CC=C(CN(S(=O)(=O)C2CCNCC2)C2=CC=CC=C2)C=C1)F